1-(cyclopropanesulfonyl)-N-(8-{2,6-diazaspiro[3.4]octan-2-yl}-6-(difluoromethyl)pyrido[3,4-d]pyrimidin-2-yl)piperidin-4-amine C1(CC1)S(=O)(=O)N1CCC(CC1)NC=1N=CC2=C(N1)C(=NC(=C2)C(F)F)N2CC1(C2)CNCC1